C1=CC=C2C=3C(CC4N(C13)CCN(C4)C/C=C/COC4=CC=C1C=CC(NC1=C4)=O)=CN2 (E)-7-((4-(4,6,6a,7,9,10-hexahydro-8H-pyrazino[1,2-a]pyrrolo[4,3,2-de]quinolin-8-yl)-2-buten-1-yl)oxy)quinolin-2(1H)-one